tert-butyl 7-((4-methyl-3-(pyridin-2-yl)phenyl)carbamoyl)-2-azabicyclo[2.2.1]heptane-2-carboxylate CC1=C(C=C(C=C1)NC(=O)C1C2N(CC1CC2)C(=O)OC(C)(C)C)C2=NC=CC=C2